CC1=NC2=C(N1)C=C(C=C2C)C2=CC1=C(N=C(S1)C1CCNCC1)C=C2 6-(2,4-dimethyl-1H-benzoimidazol-6-yl)-2-(piperidin-4-yl)-1,3-benzothiazole